N,N'-bis(naphth-2-yl)-N,N'-bis(phenyl)biphenyl-4,4'-diamine C1=C(C=CC2=CC=CC=C12)N(C1=CC=C(C=C1)C1=CC=C(C=C1)N(C1=CC=CC=C1)C1=CC2=CC=CC=C2C=C1)C1=CC=CC=C1